bis(4-toluenesulfonyloxy)-terephthalonitrile CC1=CC=C(C=C1)S(=O)(=O)OC=1C(=C(C#N)C=CC1C#N)OS(=O)(=O)C1=CC=C(C)C=C1